Di-FmocLysine methyl-7-(allyloxy)-2,2-diphenylbenzo[d][1,3]dioxole-5-carboxylate CC1=C(C=C(C=2OC(OC21)(C2=CC=CC=C2)C2=CC=CC=C2)OCC=C)C(=O)O.C(=O)(OCC2C1=CC=CC=C1C1=CC=CC=C21)N([C@@H](CCCCN)C(=O)O)C(=O)OCC2C1=CC=CC=C1C1=CC=CC=C21